5-(2-bromoethoxy)-2-[3-(trifluoromethyl)cyclohexyl]pyrimidine BrCCOC=1C=NC(=NC1)C1CC(CCC1)C(F)(F)F